N-((1R,4R)-4-(((2-((4-(3-oxa-8-azabicyclo[3.2.1]octan-8-yl)phenyl)amino)-5-fluoropyrimidin-4-yl)oxy)methyl)cyclohexyl)-2,2,2-trifluoroacetamide [C@H]12COCC(CC1)N2C2=CC=C(C=C2)NC2=NC=C(C(=N2)OCC2CCC(CC2)NC(C(F)(F)F)=O)F